FC=1C(=C(C=C(C1)F)C1OCCO1)C=C (3,5-difluoro-2-vinylphenyl)-1,3-dioxolane